N-hydroxy-7-(7-methyl-4-oxo-3,4-dihydroquinazolin-2-yl)heptanamide ONC(CCCCCCC1=NC2=CC(=CC=C2C(N1)=O)C)=O